Cl.ClC=1C(=NC(=NC1)NC1CCNCC1)C=1C=NN(C1CC1CC1)C 5-chloro-4-(5-(cyclopropylmethyl)-1-methyl-1H-pyrazol-4-yl)-N-(piperidin-4-yl)pyrimidin-2-amine hydrochloride